CS(=O)(=O)[O-].C(CCCCCCCCCCC)[N+]1(CCCCC1)C 1-dodecyl-1-methylpiperidinium methanesulfonate